C(C)(C)(C)N(C(=O)C=1C2=C(N(N1)C1=CC(=CC(=C1)Cl)Cl)C1=CC(=C(C=C1C2)OC)C=2C=NC=C(C2)C(N)=O)C N-tert-butyl-7-(5-carbamoyl-3-pyridyl)-1-(3,5-dichlorophenyl)-6-methoxy-N-methyl-4H-indeno[1,2-c]pyrazole-3-carboxamide